C(C)NC(=O)C1=CC(=C(N1)C(=O)NC)OC(C)C=1C=C(C=CC1)C N5-ethyl-N2-methyl-3-(1-(m-tolyl)ethoxy)-1H-pyrrole-2,5-dicarboxamide